COC=1C(=C(C(=O)NNC(C)(C)C)C=CC1)C N-(3-methoxy-2-methylbenzoyl)-N'-tert-butylhydrazine